C(#C)C[C@@]12C(CC[C@H]1[C@@H]1CCC3C[C@H](CC[C@]3(C)[C@H]1CC2)O)=NO ethynyl-3β-hydroxyandrostan-17-one oxime